N-[4-[[2-[4-[4-[(4R)-4-amino-2-oxo-pyrrolidin-1-yl]phenyl]sulfonylpiperazin-1-yl]-6-chloro-4-pyridyl]-difluoro-methyl]cyclohexyl]-4-[bis(3-aminopropyl)amino]-N-hydroxy-butanamide N[C@@H]1CC(N(C1)C1=CC=C(C=C1)S(=O)(=O)N1CCN(CC1)C1=NC(=CC(=C1)C(C1CCC(CC1)N(C(CCCN(CCCN)CCCN)=O)O)(F)F)Cl)=O